1,3,5-tris(2-hydroxyethyl)-s-triazine-2,4,6(1H,3H,5H)-trione OCCN1C(N(C(N(C1=O)CCO)=O)CCO)=O